3-(bis(t-butoxycarbonyl)amino-2-chloro-6-fluorophenoxy)-2-methylbenzoic acid C(C)(C)(C)OC(=O)N(C(=O)OC(C)(C)C)C=1C(=C(OC=2C(=C(C(=O)O)C=CC2)C)C(=CC1)F)Cl